tributyl thiophosphite trioctyl-thiophosphite triphenyl-thiophosphite C1(=CC=CC=C1)SP(OC1=CC=CC=C1)OC1=CC=CC=C1.C(CCCCCCC)SP(OCCCCCCCC)OCCCCCCCC.P(SCCCC)(OCCCC)OCCCC